FC1=C(C(=CC=C1)F)CN1C=NN(C1=O)C1=CC=C(OC2=C(N=C(S2)C=2CN(CC2)C(=O)OC(C)(C)C)C)C=C1 Tert-butyl 3-[5-[4-[4-[(2,6-difluorophenyl) methyl]-5-oxo-1,2,4-triazol-1-yl] phenoxy]-4-methyl-thiazol-2-yl]-2,5-dihydropyrrole-1-carboxylate